2-mercaptoethyl ether SCCOCCS